BrC1=CC=2C(C=3N=C(N=CC3C2C=C1)C(F)(F)F)=O 7-bromo-2-(trifluoromethyl)-9H-indeno[2,1-d]Pyrimidin-9-one